CC(C(C)C(=O)C(C(C)CC)C)CC methyl-ethyl-2-n-propyl ketone